ClC1=CC=C(C=C1)C1=CC(=C(C=C1)NCCS(=O)(=O)O)C1=NN(C=C1)CC=1C=NC=CC1 2-((4'-chloro-3-(1-(pyridin-3-ylmethyl)-1H-pyrazol-3-yl)-[1,1'-biphenyl]-4-yl)amino)ethane-1-sulfonic acid